1-(5-bromo-4-methylpyridin-2-yl)propan-1-ol BrC=1C(=CC(=NC1)C(CC)O)C